(S)-(3-Aminopyrrolidin-1-yl)(4-benzyl-3,4-dihydroquinoxaline-1(2H)-yl)methanone N[C@@H]1CN(CC1)C(=O)N1CCN(C2=CC=CC=C12)CC1=CC=CC=C1